4-oxopyrido[3,4-d]pyridazine-3(4H)-carboxylic acid tert-butyl ester C(C)(C)(C)OC(=O)N1N=CC2=C(C1=O)C=NC=C2